10-{[1,1'-biphenyl]-4-yl}-2-tert-butyl-7-phenyl-9,10-dihydroacridin-9-one C1(=CC=C(C=C1)N1C=2C=CC(=CC2C(C2=CC(=CC=C12)C1=CC=CC=C1)=O)C(C)(C)C)C1=CC=CC=C1